3-(3-methylphenyl)-1,5-diphenyl-1H-1,2,4-triazole CC=1C=C(C=CC1)C1=NN(C(=N1)C1=CC=CC=C1)C1=CC=CC=C1